disodium 2,2'-ethene-1,2-diylbis[5-({4-anilino-6-[bis(2-hydroxyethyl)amino]-1,3,5-triazin-2-yl}amino)benzenesulfonate] C(=CC1=C(C=C(C=C1)NC1=NC(=NC(=N1)NC1=CC=CC=C1)N(CCO)CCO)S(=O)(=O)[O-])C1=C(C=C(C=C1)NC1=NC(=NC(=N1)NC1=CC=CC=C1)N(CCO)CCO)S(=O)(=O)[O-].[Na+].[Na+]